3,5-dimethyl-1-octyl-1H-pyrazole CC1=NN(C(=C1)C)CCCCCCCC